1-({(5s,7s)-7-methyl-3-[5-(methoxy)-2-pyridinyl]-2-oxo-1-oxa-3-azaspiro[4.5]decan-7-yl}methyl)-1H-benzimidazole-6-carbonitrile C[C@]1(C[C@]2(CN(C(O2)=O)C2=NC=C(C=C2)OC)CCC1)CN1C=NC2=C1C=C(C=C2)C#N